COC(=O)C=1NC(C=CC1)=O 6-oxo-1,6-dihydropyridine-2-carboxylic acid methyl ester